(S)-3-(5-chloro-2-(2-methylazetidin-1-yl)-6-(trifluoromethyl)pyrimidin-4-yl)-5-(piperidin-4-yl)-1,2,4-oxadiazole ClC=1C(=NC(=NC1C(F)(F)F)N1[C@H](CC1)C)C1=NOC(=N1)C1CCNCC1